cyclopenta[c]pyridin-6-amine C1=NC=CC2=C1C=C(C2)N